tert-butyl (R)-(1-(benzyloxy)-3-hydroxypropan-2-yl)carbamate C(C1=CC=CC=C1)OC[C@@H](CO)NC(OC(C)(C)C)=O